C(C=C)(=O)NC=1C(=CC(=C(C1)NC1=NC=C(C(=N1)N1CC(C2=NC(=CC=C21)C)(C)C)C(=O)OC(C)C)OC)N2C[C@H](CC2)N(C)C isopropyl (S)-2-((5-acrylamido-4-(3-(dimethyl-amino)pyrrolidin-1-yl)-2-methoxy-phenyl)amino)-4-(3,3,5-trimethyl-2,3-dihydro-1H-pyrrolo[3,2-b]pyridin-1-yl)pyrimidine-5-carboxylate